NC=1NC(C2=C(N1)NC(=C2C2=C(C=CC=C2)OC)C2=CC=C(C(=O)N(C)C)C=C2)=O 4-(2-Amino-5-(2-methoxyphenyl)-4-oxo-4,7-dihydro-3H-pyrrolo[2,3-d]pyrimidin-6-yl)-N,N-dimethylbenzamide